N(C1=CC=CC=C1)C1CCN(CC1)C1=CC=C(C=N1)C=1C=2N(C=C(C1)C1=CC=C(C=C1)N1CCNCC1)N=CC2C#N 4-[6-(4-anilino-1-piperidyl)-3-pyridyl]-6-(4-piperazin-1-ylphenyl)pyrazolo[1,5-a]pyridine-3-carbonitrile